6-methoxy-4-(5-(6-((6-methoxypyridin-3-yl)methyl)-3,6-diazabicyclo[3.1.1]heptan-3-yl)pyrazin-2-yl)-1H-pyrazole COC1=C(N=CC(=N1)C=1C=NNC1)N1CC2N(C(C1)C2)CC=2C=NC(=CC2)OC